N1(N=NC2=C1C=CC=C2)CC(=O)NC=2C=NC(=CC2)N2N=C(C=C2C2CCCCC2)C2CCCCC2 2-(1H-benzo[d][1,2,3]triazol-1-yl)-N-[6-(3,5-dicyclohexyl-1H-pyrazol-1-yl)pyridin-3-yl]acetamide